(S)-N-(5-Chloro-2,4-difluorophenyl)-N,5-dimethyl-2-(6-methyl-4-(trifluoromethyl)pyridin-2-yl)-1,2,5-thiadiazolidine-3-carboxamide 1,1-dioxide ClC=1C(=CC(=C(C1)N(C(=O)[C@H]1N(S(N(C1)C)(=O)=O)C1=NC(=CC(=C1)C(F)(F)F)C)C)F)F